1-((3S,5R)-1-Acryloyl-5-(methoxymethyl)pyrrolidin-3-yl)-3-((8-chloro-1,1-dimethyl-2,3-dihydro-1H-cyclopenta[c]cinnolin-7-yl)ethynyl)-5-(methylamino)-1H-pyrazole-4-carboxamide C(C=C)(=O)N1C[C@H](C[C@@H]1COC)N1N=C(C(=C1NC)C(=O)N)C#CC=1C(=CC=2C3=C(N=NC2C1)CCC3(C)C)Cl